O[C@H]1C[C@@H](CCC1)C=1N=CC2=C(N1)NC(C21CC1)=O ((1R,3R)-3-hydroxycyclohexyl)spiro[cyclopropane-1,5'-pyrrolo[2,3-d]pyrimidin]-6'(7'H)-one